tert-butyl 14-[4-([[(2R,3S)-3-[(tert-butoxycarbonyl)amino]-5-carbamoylpentan-2-yl]oxy]methyl)phenyl]-3,6,9,12-tetraoxapentadecanoate C(C)(C)(C)OC(=O)N[C@H]([C@@H](C)OCC1=CC=C(C=C1)C(COCCOCCOCCOCC(=O)OC(C)(C)C)C)CCC(N)=O